Dibutyl 9,9'-((3-((2-(4-(2-((4-(bis(7-(2-ethylbutoxy)-2-hydroxy-7-oxoheptyl)amino)butanoyl)oxy)ethyl)piperazin-1-yl)ethyl)disulfaneyl)propyl)azanediyl)bis(8-hydroxynonanoate) C(C)C(COC(CCCCC(CN(CCCC(=O)OCCN1CCN(CC1)CCSSCCCN(CC(CCCCCCC(=O)OCCCC)O)CC(CCCCCCC(=O)OCCCC)O)CC(CCCCC(OCC(CC)CC)=O)O)O)=O)CC